Benzyl (4-(hydroxymethyl)benzyl)carbamate OCC1=CC=C(CNC(OCC2=CC=CC=C2)=O)C=C1